5-(bromomethyl)-5-(2-methoxyphenyl)-3-methylenedihydrofuran-2(3H)-one BrCC1(CC(C(O1)=O)=C)C1=C(C=CC=C1)OC